2-amino-3'-hydroxy-2',6'-dimethyl-5-(2-(((S)-pyrrolidin-3-yl)methoxy)pyridin-4-yl)-[1,1'-biphenyl]-3-carboxamide NC1=C(C=C(C=C1C(=O)N)C1=CC(=NC=C1)OC[C@@H]1CNCC1)C1=C(C(=CC=C1C)O)C